ClC1=CC=C(C(=O)NC(C)C2=NC=3CCCN(C3C=C2)C2=NC(=CC=C2)OC)C=C1 4-chloro-N-(1-(5-(6-methoxypyridin-2-yl)-5,6,7,8-tetrahydro-1,5-naphthyridin-2-yl)ethyl)benzamide